methyl 6-bromo-4-chloropyrrolo[2,1-f][1,2,4]triazinecarboxylate BrC=1C=C2C(=NC(=NN2C1)C(=O)OC)Cl